ClC=1C=C(C=CC1)CC(OC(=O)NC(C(=O)NC(C(S(=O)(=O)O)O)CC1C(NCC1)=O)CC(C)C)C1=CC=CC=C1 2-(2-(((2-(3-chlorophenyl)-1-phenylethoxy)carbonyl)amino)-4-methylpentanamido)-1-hydroxy-3-(2-oxopyrrolidin-3-yl)propane-1-sulfonic acid